(S)-3-(quinolin-3-yl)-3-(3-(2-(5,6,7,8-tetrahydro-1,8-naphthyridin-2-yl)ethyl)azetidine-1-carboxamido)propionic acid N1=CC(=CC2=CC=CC=C12)[C@H](CC(=O)O)NC(=O)N1CC(C1)CCC1=NC=2NCCCC2C=C1